3,5-dimethyl-4-[(5-nitro-2-pyridyl)oxy]Benzonitrile CC=1C=C(C#N)C=C(C1OC1=NC=C(C=C1)[N+](=O)[O-])C